5,5-dimethyl-2-oxohexanoic acid ethyl ester C(C)OC(C(CCC(C)(C)C)=O)=O